C(C)(C)OC1=NN(C=C1NC=O)C N-(3-isopropoxy-1-methyl-1H-pyrazol-4-yl)carboxamide